C(C)C=1C(NC=2C=C(C=NC2C1)CN1CCC(CC1)C=1C=CC(=NC1)C(=O)NC)=O 5-(1-((7-ethyl-6-oxo-5,6-dihydro-1,5-naphthyridin-3-yl)methyl)piperidin-4-yl)-N-methylpicolinamide